C1(=CC=C(C=C1)C(=O)OC)C1=CC=C(C=C1)C(=O)OC dimethyl 4,4'-biphenyldicarboxylate